BrC1=CC(=C(C#N)C(=C1)SC)F 4-bromo-2-fluoro-6-(methylthio)-benzonitrile